2-amino-6-borono-2-(2-((2-hydroxy-2-phenylethyl)(methyl)amino)ethyl)hexanoic acid NC(C(=O)O)(CCCCB(O)O)CCN(C)CC(C1=CC=CC=C1)O